tert-butyl N-[(1S,3R)-3-[(6-bromo-7-fluoro-1-oxo-2-isoquinolyl)methyl]cyclohexyl]carbamate BrC=1C=C2C=CN(C(C2=CC1F)=O)C[C@H]1C[C@H](CCC1)NC(OC(C)(C)C)=O